(R)-N-((-)-1-(3-amino-4-fluorophenyl)-1-(4-cyanophenyl)-3-cyclopropyl)-2-methylpropane-2-sulfinamide NC=1C=C(C=CC1F)C1(CC1N[S@](=O)C(C)(C)C)C1=CC=C(C=C1)C#N